Cl.FC=1C=NC=2C=CC=C(C2C1)NC1CCNCC1 3-fluoro-N-(piperidin-4-yl)quinolin-5-amine hydrochloride